BrC1=CC=C2C(=C1)N(C(C21CCOCC1)=O)C 6-bromo-1-methyl-2',3',5',6'-tetrahydrospiro[indoline-3,4'-pyran]-2-one